ClC1=CC=C(S1)C1=CC=C(C=C1)CN1CCC(CC1)(CC#N)N1N=C(C(=C1)C(=O)N)NC(=O)C1CC1 1-[1-[[4-(5-chloro-2-thienyl)phenyl]methyl]-4-(cyanomethyl)-4-piperidyl]-3-(cyclopropanecarbonylamino)pyrazole-4-carboxamide